C1(=CC=CC=C1)CCCNC(C)=O N-(3-phenylpropyl)acetamide